COC1=C(C=C(C=C1)N1CC(CC1)(C)COC)S(=O)(=O)N 2-methoxy-5-(3-(methoxymethyl)-3-methylpyrrolidin-1-yl)benzenesulfonamide